ClC1=C(C=C2C(=C(N(C2=C1F)C)C1=NN=C(N1)F)C=1C=NNC1)OC 6-chloro-7-fluoro-2-(5-fluoro-4H-1,2,4-triazol-3-yl)-5-methoxy-1-methyl-3-(1H-pyrazol-4-yl)-1H-indole